lithium-iron-manganese-lithium sulfur [S].[Li].[Mn].[Fe].[Li]